ClC=1C=C(C2=C(C3=C(N=C(N(C3=O)CC3=CN=CO3)C3=C(C=C(C=C3)OC)C3CC3)S2)C1F)O chloro-2-(2-cyclopropyl-4-methoxyphenyl)-5-fluoro-8-hydroxy-3-(oxazol-5-ylmethyl)benzo[4,5]thieno[2,3-d]pyrimidin-4(3H)-one